Aluminum-Zinc-Oxide [O-2].[Zn+2].[Al+3]